1-isopropyl-6-[(3S,4S)-4-methyl-1-(1,8-naphthyridin-4-ylmethyl)pyrrolidin-3-yl]-1,5-dihydro-4H-pyrazolo[3,4-d]pyrimidin-4-one C(C)(C)N1N=CC2=C1N=C(NC2=O)[C@@H]2CN(C[C@H]2C)CC2=CC=NC1=NC=CC=C21